C(C)[C@]12N(C=3C(=NN=C(C3)C3=C(C(=CC=C3)F)O)NC1)C[C@@H](C2)OC2=C(C#N)C=C(C(=N2)C)C=C 2-(((6aR,8R)-6a-ethyl-2-(3-fluoro-2-hydroxyphenyl)-5,6,6a,7,8,9-hexahydro-pyrrolo[1',2':4,5]pyrazino[2,3-c]pyridazin-8-yl)oxy)-6-methyl-5-vinylnicotinonitrile